N-(2-(3-(dimethylamino)propoxy)-5-(3'-methyl-2'-oxo-2',3'-dihydrospiro[cyclobutane-1,1'-pyrrolo[2,3-c]quinolin]-8'-yl)pyridin-3-yl)benzenesulfonamide CN(CCCOC1=NC=C(C=C1NS(=O)(=O)C1=CC=CC=C1)C1=CC=2C3=C(C=NC2C=C1)N(C(C31CCC1)=O)C)C